[Cl-].[Cl-].C[Si](=[Zr+2](C1C(=CC2=CC=CC=C12)C(C)C)C1C(=C(C2=CC=CC=C12)CCCCCCOC(C)(C)C)C)C dimethylsilanediyl-(3-(6-(tert-butoxy)hexyl)-2-methyl-1H-inden-1-yl)(2-isopropyl-1H-inden-1-yl)zirconium dichloride